C1N(CC2(C3=CC=CC=C13)CCCC2)CC=2OC=C(C(C2)=O)OCC2=CC=C(C=C2)C(C)(C)O 2-((1'H-spiro[cyclopentane-1,4'-isoquinoline]-2'(3'H)-yl)methyl)-5-((4-(2-hydroxypropan-2-yl)benzyl)oxy)-4H-pyran-4-one